FC=1C=C(C(=O)N2CCN(CC2)C2=CC=C(N=N2)C(=O)OCC=C)C=CC1C1=CC(=CC=C1)O Prop-2-enyl 6-[4-[3-fluoro-4-(3-hydroxyphenyl)benzoyl]piperazin-1-yl]pyridazine-3-carboxylate